ClC=1C=C(C(=O)NC2=C(N=CS2)C(=O)O)C=C(C1O)Cl 5-(3,5-dichloro-4-hydroxybenzoamido)thiazole-4-carboxylic acid